C(CC)C1=NC2=CC=CC=C2C(N1)=O 2-propylquinazolin-4(3H)-one